Cl.N1C=CC=2C(=NC=CC21)CO (1H-pyrrolo[3,2-c]pyridin-4-yl)methanol, hydrochloride